COC1=C(NC2=CC=C(C=C2)OC)C=CC=C1 2-methoxy-N-(4-methoxyphenyl)aniline